BrC=1C=NN(C1)C1(CC1)C(C)NC(=O)[C@H]1N(C[C@@H](C1)O)C([C@H](C(C)(C)C)N1N=NC(=C1)C1CC1)=O (2S,4r)-N-[1-[1-(4-bromopyrazol-1-yl)cyclopropyl]ethyl]-1-[(2S)-2-(4-cyclopropyltriazol-1-yl)-3,3-dimethyl-butyryl]-4-hydroxy-pyrrolidine-2-carboxamide